[6-(3-cyclopropyl-1H-1,2,4-triazol-5-yl)-2-azaspiro[3.3]heptan-2-yl]-[7-[[5-(trifluoromethyl)isothiazol-3-yl]methyl]-2,7-diazaspiro[3.5]nonan-2-yl]methanone C1(CC1)C1=NNC(=N1)C1CC2(CN(C2)C(=O)N2CC3(C2)CCN(CC3)CC3=NSC(=C3)C(F)(F)F)C1